N-[(3R)-1-methylpiperidin-3-yl]-1-{2-[(propan-2-yl)oxy]-4-(trifluoromethyl)phenyl}pyrido[3,4-d]pyridazin-4-amine CN1C[C@@H](CCC1)NC=1N=NC(=C2C1C=NC=C2)C2=C(C=C(C=C2)C(F)(F)F)OC(C)C